C(#N)C=1C=CC=C2C=C(NC12)C(=O)N1[C@@H]([C@H]2C([C@H]2C1)(C)C)C(=O)N[C@H](C(=O)OC)C[C@H]1C(NCC1)=O (S)-methyl 2-((1R,2S,5S)-3-(7-cyano-1H-indole-2-carbonyl)-6,6-dimethyl-3-azabicyclo[3.1.0]hexane-2-carboxamido)-3-((S)-2-oxopyrrolidin-3-yl)propanoate